2-methoxy-N-methyl-N-(4-((methylamino)methyl)benzyl)ethan-1-amine COCCN(CC1=CC=C(C=C1)CNC)C